NC1=C(C=C(C=N1)C=1N=C(N(C1)C12CC(C1)C2)[C@H](O)C2CC2)C(F)(F)F (R)-(4-(6-amino-5-(trifluoromethyl)pyridin-3-yl)-1-(bicyclo[1.1.1]pentan-1-yl)-1H-imidazol-2-yl)(cyclopropyl)methanol